5-[4-amino-5-(trifluoromethyl)pyrrolo[2,1-f][1,2,4]triazin-7-yl]-N-[(3R,4S)-1-benzoyl-4-fluoropyrrolidin-3-yl]-2-methylbenzamide NC1=NC=NN2C1=C(C=C2C=2C=CC(=C(C(=O)N[C@@H]1CN(C[C@@H]1F)C(C1=CC=CC=C1)=O)C2)C)C(F)(F)F